BrC=1C(N(C2=CC(=NC=C2C1)NC1CCN(CC1)S(=O)(=O)C)[C@H]1[C@](CCC1)(C)O)=O 3-bromo-1-((1R,2R)-2-hydroxy-2-methyl-cyclopentyl)-7-((1-(methylsulfonyl)piperidin-4-yl)amino)-1,6-naphthyridin-2(1H)-one